C(C)C1=CNC2=NC=C(C=C21)C2=CC=C(C(=N2)P(C)(C)=O)C (6-(3-Ethyl-1H-pyrrolo[2,3-b]pyridin-5-yl)-3-methylpyridin-2-yl)dimethylphosphine oxide